ClC=1C(=NC(=CC1)N1N=NN=C1CN(CC(C1=CC=CC=C1)O)C1CCCCC1)C#N 3-chloro-6-(5-((cyclohexyl-(2-hydroxy-2-phenylethyl)amino)methyl)-1H-tetrazol-1-yl)pyridinecarbonitrile